4-(hydroxy(1-toluenesulfonyl-1H-pyrrol-2-yl)methyl)-4-(((methylsulfonyl)oxy)methyl)piperidine-1-carboxylic acid tert-butyl ester C(C)(C)(C)OC(=O)N1CCC(CC1)(COS(=O)(=O)C)C(C=1N(C=CC1)S(=O)(=O)CC1=CC=CC=C1)O